BrC=1C=C(C=CC1)C1=C(SC=C1)C(=O)O m-bromophenylthiophenic acid